(triisopropylsilyl)-1H-pyrrolo[2,3-b]pyridin-6-amine C(C)(C)[Si](C(C)C)(C(C)C)N1C=CC=2C1=NC(=CC2)N